(2S)-tert-butyl 2-((tert-butoxycarbonyl)amino)-4-((3-((tert-butoxycarbonyl)amino)-4,4,4-trifluorobutyl)thio)butanoate C(C)(C)(C)OC(=O)N[C@H](C(=O)OC(C)(C)C)CCSCCC(C(F)(F)F)NC(=O)OC(C)(C)C